N4-(1H-indol-4-yl)-N2-[2-(5-methoxy-1H-indol-3-yl)ethyl]pyrimidine-2,4-diamine N1C=CC2=C(C=CC=C12)NC1=NC(=NC=C1)NCCC1=CNC2=CC=C(C=C12)OC